3-ferrocenylethynyl-benzaldehyde [C-]1(C=CC=C1)C#CC=1C=C(C=O)C=CC1.[CH-]1C=CC=C1.[Fe+2]